(S)-5-amino-N-(1-(4-cyclopropyl-2-fluorophenyl)ethyl)-N-ethyl-6,8-dihydro-1H-furo[3,4-d]pyrrolo[3,2-b]pyridine-2-carboxamide NC1=C2C(=C3C(=N1)C=C(N3)C(=O)N(CC)[C@@H](C)C3=C(C=C(C=C3)C3CC3)F)COC2